C(=O)N(C1=CC=C(C(N[C@@H](CCC(=O)O)C(=O)O)=O)C=C1)CC1CNC=2N=C(N)NC(=O)C2N1 10-formyl-tetrahydrofolic acid